[NH3+][Cu] ammoniocopper